[N+](=O)([O-])C=1C=CC=C(C1)C(F)(F)F 5-nitrobenzotrifluoride